2,4,6-tris(aminomethyl)phenol NCC1=C(C(=CC(=C1)CN)CN)O